O1C(=CC2=C1C=CC=C2)C2=CC=C(C=N2)S(=O)(=O)NCC2C1(C(NC(N1)=O)=O)CCC2 6-(Benzofuran-2-yl)-N-((2,4-dioxo-1,3-diazaspiro[4.4]nonane-6-yl)methyl)pyridine-3-sulfonamide